3-iodo-1-(tetrahydro-2H-pyran-4-yl)-1,4,6,7-tetrahydro-5H-pyrazolo[4,3-c]pyridine-5-carboxylic acid tert-butyl ester C(C)(C)(C)OC(=O)N1CC2=C(CC1)N(N=C2I)C2CCOCC2